6-fluoro-3-(piperidine-4-yl)benzo[d]isoxazole FC1=CC2=C(C(=NO2)C2CCNCC2)C=C1